(2,6-Dichloropyridin-4-yl)methyl (S)-2-(methylamino)hexanoate hydrochloride Cl.CN[C@H](C(=O)OCC1=CC(=NC(=C1)Cl)Cl)CCCC